BrC1=CC=C2/C(/CC3(CCOCC3)OC2=C1F)=N/O (E)-7-bromo-8-fluoro-2',3',5',6'-tetrahydrospiro[chromane-2,4'-pyran]-4-one oxime